5-(6-((Z)-((1R,5S)-9-azabicyclo[3.3.1]nonan-3-ylidene)methyl)pyridazin-3-yl)-2-(1H-imidazol-1-yl)pyridin-4-ol [C@H]12CC(C[C@H](CCC1)N2)=CC2=CC=C(N=N2)C=2C(=CC(=NC2)N2C=NC=C2)O